racemic-4-((8-(4-(trifluoromethyl)phenyl)pyrido[3,4-b]pyrazin-5-yl)amino)piperidin-2-one FC(C1=CC=C(C=C1)C1=CN=C(C2=NC=CN=C21)N[C@H]2CC(NCC2)=O)(F)F |r|